Cl.N(N)C(CCO)C 3-hydrazinobutanol hydrochloride